O.N1C(=CC2=CC=CC=C12)C(=O)O.N1C(=CC2=CC=CC=C12)C(=O)O indolecarboxylate hemihydrate